O=C1N(CC=2C=C3C(=CC12)CCC1(O3)CCNCC1)C1C(NC(CC1)=O)=O 3-(6'-oxo-3',4',6',8'-tetrahydro-7'H-spiro[piperidine-4,2'-pyrano[2,3-f]isoindole]-7'-yl)piperidine-2,6-dione